4-[(1-hydroxycyclopropyl)methoxy]pyridin OC1(CC1)COC1=CC=NC=C1